(S)-(5-(3-hydroxypyrrolidin-1-yl)-1,3,4-thiadiazol-2-yl)(8-oxa-2-azaspiro[4.5]decan-2-yl)methanone O[C@@H]1CN(CC1)C1=NN=C(S1)C(=O)N1CC2(CC1)CCOCC2